(S)-4-(((S)-3-fluoro-2-methoxypropyl)(4-(5,6,7,8-tetrahydro-1,8-naphthyridin-2-yl)butyl)amino)-2-((6-methylthieno[3,2-d]pyrimidin-4-yl)amino)butanoic acid FC[C@H](CN(CC[C@@H](C(=O)O)NC=1C2=C(N=CN1)C=C(S2)C)CCCCC2=NC=1NCCCC1C=C2)OC